ClC1=CC=CC2=C1N=C(S2)N 4-chlorobenzo[d]thiazol-2-amine